4-(((3s,4r)-4-(aminomethyl)-1-((4-chloro-2-cyanophenyl)sulfonyl)-4-hydroxypyrrolidin-3-yl)oxy)-2-fluorobenzonitrile NC[C@@]1([C@H](CN(C1)S(=O)(=O)C1=C(C=C(C=C1)Cl)C#N)OC1=CC(=C(C#N)C=C1)F)O